5-amino-8-[2-(hydroxymethyl)-6-methyl-4-pyridyl]-2-[(5-methyloxazol-4-yl)methyl]-7-phenyl-[1,2,4]triazolo[4,3-c]pyrimidin-3-one NC1=NC(=C(C=2N1C(N(N2)CC=2N=COC2C)=O)C2=CC(=NC(=C2)C)CO)C2=CC=CC=C2